(3R,6S,9aS)-8-(1-cyclohexylpiperidin-4-yl)-3,6-diisobutyl-1-((E)-3-(pyridin-2-yl)acryloyl)tetrahydropyrazino[2,1-c][1,2,4]oxadiazine-4,7(3H,6H)-dione C1(CCCCC1)N1CCC(CC1)N1C[C@@H]2N(O[C@@H](C(N2[C@H](C1=O)CC(C)C)=O)CC(C)C)C(\C=C\C1=NC=CC=C1)=O